NCC1(OC2=C(C1(O)C)C(=C(C=C2)Cl)Br)C2=CC=CC=C2 2-(aminomethyl)-4-bromo-5-chloro-3-methyl-2-phenyl-2,3-dihydrobenzofuran-3-ol